[Na].CCC.[S] sulfur propane sodium